CNCCC(C1=CC=CC=C1)O [2-(methylamino)ethyl]benzyl alcohol